FC(OC=1C=C2C(=NC=NC2=CC1OC(F)(F)F)N1CCC(CC1)CCP(O)(O)=O)(F)F (2-(1-(6,7-bis(trifluoromethoxy)quinazolin-4-yl)piperidin-4-yl)ethyl)phosphonic acid